bromomethyl-(trifluoro)boranuide BrC[B-](F)(F)F